NC1=C2C(=NC=N1)N(N=C2C2=CC(=C(C=C2)NC(=O)NC2=CC(=C(C=C2)OC2CCN(CC2)C)C(F)(F)F)F)CC#C 1-(4-(4-AMINO-1-(PROP-2-YN-1-YL)-1H-PYRAZOLO[3,4-D]PYRIMIDIN-3-YL)-2-FLUOROPHENYL)-3-(4-((1-METHYLPIPERIDIN-4-YL)OXY)-3-(TRIFLUOROMETHYL)PHENYL)UREA